4-(2-(7,8-Dimethyl-[1,2,4]triazolo[1,5-a]pyridin-6-yl)-3-isopropyl-1H-indol-5-yl)-N-(2-methoxyethyl)-N-methylcyclohexanamin CC1=C(C=2N(C=C1C=1NC3=CC=C(C=C3C1C(C)C)C1CCC(CC1)N(C)CCOC)N=CN2)C